7-bromo-3-methyl-imidazo[1,5-a]pyridine BrC1=CC=2N(C=C1)C(=NC2)C